ClCCCN1CC(OC(C1)C)C N-3-chloropropyl-2,6-dimethylmorpholine